ClC1=C(C=CC=C1)CC(=O)NC1=CC(=C(C=C1)C=1C=NC(=NC1)OC(C)C)S(N=CN(C)C)(=O)=O 2-(2-chlorophenyl)-N-(3-{[(dimethylamino)methylidene]Sulfamoyl}-4-[2-(propan-2-yloxy)pyrimidin-5-yl]Phenyl)acetamide